C1(=CC=CC=C1)C1=NC(=NC(=N1)C1=CC=C(C=C1)C1=CC2=C(OC3=C([Si]24C2=C(C5=C4C=CC=C5)C=CC=C2)C=CC=C3)C=C1)C=1C=C(C=CC1)C1=CC=C(C=C1)C#N 3'-(4-phenyl-6-(4-(spiro[dibenzo[b,d]silole-5,10'-dibenzo[b,e][1,4]oxasilin]-2'-yl)phenyl)-1,3,5-triazin-2-yl)-[1,1'-biphenyl]-4-carbonitrile